2,2-dimethyl-N-thiazol-2-yl-propionamide CC(C(=O)NC=1SC=CN1)(C)C